C(=O)O.C(C)(=O)NC=1C=2N(C=C(C1)C1CC1)C=C(N2)CNC2=CC(=NC=C2)NC(=O)[C@@H]2[C@H](C2)C2=CC(=CC=C2)Cl (1S,2S)-N-(4-(((8-acetamido-6-cyclopropylimidazo[1,2-a]pyridin-2-yl)methyl)amino)pyridin-2-yl)-2-(3-chlorophenyl)cyclopropane-1-carboxamide, formic acid salt